O=C1NC(CCC1N1C(C2=CC=CC(=C2C1)SCCCCN1CCN(CC1)C1=C(C=C(C(=O)N2CCC(CC2)CCCCNC(\C=C\C=2C=NC=C(C2)C)=O)C=C1)C)=O)=O (E)-N-(4-(1-(4-(4-(4-((2-(2,6-dioxopiperidin-3-yl)-1-oxoisoindoline-4-yl)thio)butyl)piperazin-1-yl)-3-methylbenzoyl)piperidin-4-yl)butyl)-3-(5-methylpyridin-3-yl)Acrylamide